ClCCCCC(CO)CO 2-(4-chlorobutyl)propane-1,3-diol